(1r,4r)-4-[[2-(2,6-dioxopiperidin-3-yl)-1,3-dioxoisoindol-4-yl]amino]cyclohexane-1-carboxylic acid O=C1NC(CCC1N1C(C2=CC=CC(=C2C1=O)NC1CCC(CC1)C(=O)O)=O)=O